NCC1=CN=C(S1)C=1C=NC(=NC1)NC(C)(C)C1=NC=CC=C1F {5-[5-(aminomethyl)(1,3-thiazol-2-yl)]pyrimidin-2-yl}[1-(3-fluoro(2-pyridyl))-isopropyl]amine